ClC=1C=C(C=C(C1)[C@H]1CN(CCO1)C(\C=C/Cl)=O)C1=CC(=NC=C1)NC(C)=O (S,Z)-N-(4-(3-chloro-5-(4-(3-chloroacryloyl)morpholin-2-yl)phenyl)pyridin-2-yl)acetamide